FC=1C=C(C=C(C1)F)NC(=O)NC=1C=C2C(=NNC2=CC1)\C=C\C1=NC=CC=C1 (E)-1-(3,5-difluorophenyl)-3-(3-(2-(pyridin-2-yl)vinyl)-1H-indazol-5-yl)urea